2-(4-(1-(6-(methylsulfinyl)-3-((4-(tetradecyloxy)phenyl)sulfonyl)quinolin-4-yl)piperidin-4-yl)piperazin-1-yl)ethan-1-ol CS(=O)C=1C=C2C(=C(C=NC2=CC1)S(=O)(=O)C1=CC=C(C=C1)OCCCCCCCCCCCCCC)N1CCC(CC1)N1CCN(CC1)CCO